rac-4-(2-cyclopropyl-1,3-thiazol-4-yl)-N-{(1R,6S)-2,2-difluoro-6-[4-(propan-2-yl)piperazin-1-yl]cyclohexyl}-4-methylpiperidine-1-carboxamide C1(CC1)C=1SC=C(N1)C1(CCN(CC1)C(=O)N[C@H]1C(CCC[C@@H]1N1CCN(CC1)C(C)C)(F)F)C |r|